[PH4+].C([O-])([O-])=O.[PH4+] carbonate phosphonium